Tetraphenyl-orthosilicate C1(=CC=CC=C1)O[Si](OC1=CC=CC=C1)(OC1=CC=CC=C1)OC1=CC=CC=C1